O.O.[Sn](Cl)Cl.ClC1=CC(=C(C=C1)C1OCCC1)CCl (4-chloro-2-(chloromethyl)phenyl)tetrahydrofuran tin(II) chloride dihydrate